N-(3-dimethoxymethylsilylpropyl)-aspartic diethylester C(C)OC([C@@H](NCCC[SiH2]C(OC)OC)CC(=O)OCC)=O